C(C1=CC=CC=C1)OC(CCC=C)(C(F)(F)F)C1=NN=C(O1)C1=NC(=C(C=C1NC(OC(C)(C)C)=O)C(F)(F)F)C(C(CC=C)(C)C)=O.C(CCCCCCCCCCCCCCCCCCCC)NCC(C)N N-heneicosyl propylenediamine tert-Butyl N-[2-[5-[1-benzyloxy-1-(trifluoromethyl)pent-4-enyl]-1,3,4-oxadiazol-2-yl]-6-(2,2-dimethylpent-4-enoyl)-5-(trifluoromethyl)-3-pyridyl]carbamate